methyl 3-((3,3-diethyl-7-(methylthio)-1,1-dioxido-5-phenyl-2,3,4,5-tetrahydro-1,5-benzothiazepin-8-yl)oxy)-2-hydroxy-2-methylpropanoate C(C)C1(CS(C2=C(N(C1)C1=CC=CC=C1)C=C(C(=C2)OCC(C(=O)OC)(C)O)SC)(=O)=O)CC